tert-butyl 3-[(tert-butyldimethylsilyl)-oxy]-4-(3-ethynylazetidin-1-yl)piperidine-1-carboxylate [Si](C)(C)(C(C)(C)C)OC1CN(CCC1N1CC(C1)C#C)C(=O)OC(C)(C)C